[C@H]12CNC[C@H](CC1)N2C=2C=C(C(=C(OC1CCN(CC1)C(=O)OCC1=CC=CC=C1)C2)F)F benzyl 4-(5-((1R,5S)-3,8-diazabicyclo[3.2.1]octan-8-yl)-2,3-difluorophenoxy)piperidine-1-carboxylate